(Z)-2-chloro-3-(2-fluoro-2-(5,6,7,8-tetrahydro-2,7-naphthyridin-3-yl)vinyl)phenol hydrochloride Cl.ClC1=C(C=CC=C1\C=C(\C=1N=CC=2CNCCC2C1)/F)O